2-[(5-chloro-2-methylphenyl)(methylsulfonyl)amino]-N-(2,6-difluorophenyl)acetamide ClC=1C=CC(=C(C1)N(CC(=O)NC1=C(C=CC=C1F)F)S(=O)(=O)C)C